methyl (2S)-2-((2S)-2-(((2-(3-chlorophenyl)-2,2-difluoro-1-phenylethoxy)carbonyl)amino)-3-(3,4-dichlorophenyl)propanamido)-3-((S)-2-oxopyrrolidin-3-yl)propanoate ClC=1C=C(C=CC1)C(C(OC(=O)N[C@H](C(=O)N[C@H](C(=O)OC)C[C@H]1C(NCC1)=O)CC1=CC(=C(C=C1)Cl)Cl)C1=CC=CC=C1)(F)F